FC1=C(C=C(C=C1)F)[C@@H]1N(CCC1)C1=NC=2N(C=C1)N=CC2C(=O)NCC(C)(C)O (R)-5-(2-(2,5-difluorophenyl)pyrrolidin-1-yl)-N-(2-hydroxy-2-methylpropyl)pyrazolo[1,5-a]pyrimidine-3-carboxamide